FC(OC1=C(C=C(C=C1)N1CCN(CC1)C)[N+](=O)[O-])F 1-(4-(difluoromethoxy)-3-nitrophenyl)-4-methylpiperazine